C(C)(C)N(C(=N)N)C1=CC=CC=C1 isopropyl-phenyl-guanidine